C(C)(C)(C)OC(=O)N1C=C(C2=CC=CC=C12)C1=NC(=NC=C1Cl)NC1CN(CC1)C1=NC(=NC2=CC(=CC=C12)NC(C=CCN(C)C)=O)C.BrC1=NC=C(C=C1)SC 2-Bromo-5-(methylthio)pyridine tert-butyl-3-(5-chloro-2-((1-(7-(4-(dimethylamino)but-2-enamido)-2-methylquinazolin-4-yl)pyrrolidin-3-yl)amino)pyrimidin-4-yl)-1H-indole-1-carboxylate